O=C1NC2=CC=CC=C2C(=C1)N1CCC2(CCNC2)CC1 8-(2-Oxo-1,2-dihydroquinolin-4-yl)-2,8-diazaspiro[4.5]decane